ClC=1C(=NC(=NC1)NC1CC(N(CC1)C)=O)C=1C=C2C(N(C=NN2C1)C(C(=O)N[C@H](CO)C1=CC(=CC(=C1)OC)F)C)=O 2-(6-(5-chloro-2-((1-methyl-2-oxopiperidin-4-yl)amino)pyrimidin-4-yl)-4-oxopyrrolo[2,1-f][1,2,4]triazin-3(4H)-yl)-N-((S)-1-(3-fluoro-5-methoxyphenyl)-2-hydroxyethyl)propionamide